C[C@H]1O[C@H](CN(C1)C1=C2C=CC=NC2=C(C=C1)C(F)(F)F)C(=O)OC methyl (2R,6R)-6-methyl-4-[8-(trifluoromethyl)-5-quinolyl]morpholine-2-carboxylate